2,4-dichlorochlorostyrene ClC1=C(C=CCl)C=CC(=C1)Cl